ClC1=NC2=C(N=CC=C2C=C1)Cl 2,8-dichloro-1,7-naphthyridine